[Si](C)(C)(C(C)(C)C)O[C@H]1C[C@@H](O[C@]1(CCC)CO[Si](C)(C)C(C)(C)C)N1C(N=C(C=C1)N1N=CN=C1)=O 1-((2R,4S,5R)-4-((tert-butyldimethylsilyl)oxy)-5-(((tert-butyldimethylsilyl)oxy)methyl)-5-propyl-tetrahydrofuran-2-yl)-4-(1H-1,2,4-triazol-1-yl)pyrimidin-2(1H)-one